CC1(OB(OC1(C)C)C=1N=C2N(CC=N2)C1)C 6-(4,4,5,5-tetramethyl-1,3,2-dioxaborolan-2-yl)imidazo[1,2-a]imidazole